N1CCC(CC1)C\C=C/1\CC2[C@H](C[C@H]3[C@@H]4CCC([C@@]4(C)CC[C@@H]3[C@]2(CC1)C)=O)O (E)-3-[2-(piperidin-4-yl)ethyliden]-6alpha-hydroxyandrostane-17-one